C(C)(C)OC1=CC=C(C=C1)C(C(=O)O)CNC1[C@@H]2CN(C[C@H]12)CCCC1=NC=2NCCCC2C=C1 (4-Isopropoxyphenyl)-3-(((1R,5S,6S)-3-(3-(5,6,7,8-tetrahydro-1,8-naphthyridin-2-yl)propyl)-3-azabicyclo[3.1.0]hex-6-yl)amino)propanoic acid